Cl.ClCC1=CC(=NC=C1)C=1C=C2CN(C(C2=CC1)=O)C1C(NC(CC1)=O)=O 3-(5-(4-(chloromethyl)pyridin-2-yl)-1-oxoisoindolin-2-yl)piperidine-2,6-dione hydrochloride